FC(OC=1C=C(C=CC1)N1N=C(C=C1C)N1CCN(CC1)CCN1CCOCC1)F [2-[4-[1-[3-(difluoromethoxy)phenyl]-5-methyl-pyrazol-3-yl]piperazin-1-yl]ethyl]morpholine